C1(CC1)C1=C(C=CC=C1)CN1CC(N(C(C1)C)C(C(C)C)=O)C(=O)NCC1=CC=C(C=C1)C=1OC=CC1 4-[(2-cyclopropylphenyl)methyl]-N-{[4-(furan-2-yl)phenyl]methyl}-6-methyl-1-(2-methylpropanoyl)piperazine-2-carboxamide